S-(6-oxo-6-((4-phenylthiazol-2-yl)amino)hexyl) 2-methylpropanethioate CC(C(SCCCCCC(NC=1SC=C(N1)C1=CC=CC=C1)=O)=O)C